FC1(CCN(CC1)C(=O)OC(C)(C)C)C=O tert-butyl 4-fluoro-4-formylpiperidine-1-carboxylate